2-(5-(Furan-2-yl)-1H-1,2,4-triazol-3-yl)naphthalen-1-ol O1C(=CC=C1)C1=NC(=NN1)C1=C(C2=CC=CC=C2C=C1)O